4-(methyl-sulfonyl)aniline CS(=O)(=O)C1=CC=C(N)C=C1